O[C@@H]1[C@H](O[C@H]([C@@H]1O)N1C2=NC(=NC(=C2N=C1)NCC1=NC=CC(=C1)C)C=1C=NC=C(C1)C)C(=O)NC=C (2S,3S,4R,5R)-3,4-dihydroxyl-5-(2-(5-methylpyridin-3-yl)-6-(((4-methylpyridin-2-yl)methyl)amino)-9H-purin-9-yl)-N-vinyltetrahydrofuran-2-formamide